C1(CC1)C1=CC(=C(C(=O)NC2=CC(=C(C=C2)F)C(CCO)F)C=C1C(F)(F)F)OC1=C(C=C(C=C1)F)C 4-Cyclopropyl-2-(4-fluoro-2-methylphenoxy)-N-(4-fluoro-3-(1-fluoro-3-hydroxypropyl)phenyl)-5-(trisFluoromethyl)benzamide